dimethyltin laurylsulfate C(CCCCCCCCCCC)OS(=O)(=O)[O-].C[Sn+2]C.C(CCCCCCCCCCC)OS(=O)(=O)[O-]